BrC=1C(=NC(=NC1)SC)NC1=C(C=CC(=C1)[N+](=O)[O-])F 5-bromo-N-(2-fluoro-5-nitrophenyl)-2-(methylsulfanyl)pyrimidin-4-amine